C1(=CC=CC2=CC=CC=C12)C1(CC1)C(C)OC([C@H](C)NC(=O)C1=NC=CC(=C1OC(C)=O)OC)=O.ClC1=CC=2C(C3=CC=CC=C3C(C2C=C1)=COCC(=O)OC(C)C)=COCC(=O)OC(C)C 2-chloro-9,10-bis(isopropoxycarbonylmethyloxymethylene)anthracene 1-[1-(1-naphthyl)cyclopropyl]ethyl-(2S)-2-[(3-acetoxy-4-methoxy-pyridine-2-carbonyl)amino]propanoate